CS(=O)(=O)C1=NC=C(C=N1)CC(CCCC)[NH-] 6-(2-(methylsulfonyl)pyrimidin-5-yl)hexan-5-ylamide